2-methyl-9,10-bis(n-butoxycarbonyloxy)anthracene CC1=CC2=C(C3=CC=CC=C3C(=C2C=C1)OC(=O)OCCCC)OC(=O)OCCCC